CN(CC[C@H](CSC1=CC=CC=C1)NC1=C(C=C(C=C1)S(=O)(=O)NC(C1=CC=CC=C1)=O)[N+](=O)[O-])C N-(4-{[(2R)-4-(dimethylamino)-1-(phenylsulfanyl)butan-2-yl]amino}-3-nitrobenzene-1-sulfonyl)benzamide